2-hydroxy-1-naphthylsulfamic acid OC1=C(C2=CC=CC=C2C=C1)NS(O)(=O)=O